1-oxo-5,8,11,14-tetraoxa-2-aza-heptadecane-17-oic acid O=CNCCOCCOCCOCCOCCC(=O)O